2,3,4,6-tetra-O-acetyl-alpha-D-glucopyranosyl-L-threonine benzyl ester C(C1=CC=CC=C1)OC([C@@H](N[C@@H]1[C@H](OC(C)=O)[C@@H](O)[C@H](OC(C)=O)[C@H](O1)COC(C)=O)[C@H](OC(C)=O)C)=O